4,4'-bis(dimethylamino)diphenylamine CN(C)C1=CC=C(C=C1)NC2=CC=C(C=C2)N(C)C